(2r,4s)-N-(5-(1-amino-3-cyclopropyl-1-(pyridin-4-yl)propyl)-2-fluorophenyl)-4-methoxy-4-phenylpyrrolidine-2-carboxamide NC(CCC1CC1)(C1=CC=NC=C1)C=1C=CC(=C(C1)NC(=O)[C@@H]1NC[C@](C1)(C1=CC=CC=C1)OC)F